CC1=C(OCC=O)C=CC(=C1)[N+](=O)[O-] 2-(2-methyl-4-nitrophenoxy)ethan-1-one